2-phenylethynyl-4,5-dimethylaniline C1(=CC=CC=C1)C#CNC1=CC=C(C(=C1)C)C